C(C)(C)(C)OOC(C)(C)C bis-tert-butylperoxide